FC1=C(C(=CC=C1)F)CN1C=NN(C1=O)C1=CC(=C(OC2=C(C=C(C#N)C=C2)[N+](=O)[O-])C=C1)F 4-(4-{4-[(2,6-difluorophenyl)methyl]-5-oxo-1,2,4-triazol-1-yl}-2-fluorophenoxy)-3-nitrobenzonitrile